C[C@H]1COCC[C@H]1NC1=C(C(=O)O)C=CC(=C1)C(F)(F)F |r| Cis-rac-2-(((3R,4R)-3-methyltetrahydro-2H-pyran-4-yl)amino)-4-(trifluoromethyl)benzoic acid